CN1CN(CCC1)C 1,3-dimethyl-1,4,5,6-tetrahydropyrimidine